6-(3-isopropyl-5-(2-isopropyl-octahydrocyclopenta[c]pyrrol-5-yl)-1H-indol-2-yl)-7,8-dimethyl-[1,2,4]triazolo[4,3-a]pyridine C(C)(C)C1=C(NC2=CC=C(C=C12)C1CC2C(CN(C2)C(C)C)C1)C=1C(=C(C=2N(C1)C=NN2)C)C